NC(=C(N)N)[NH3+] 1,2,2-triaminovinylammonium